((1R,4r)-4-morpholinocyclohexyl)methanol O1CCN(CC1)C1CCC(CC1)CO